BrC=1C=C2C(N([C@](C2=C(C1)F)(C1=CC=C(C=C1)Cl)OCC1(CC1)C(=O)N)CC1=NC=C(C=C1)Cl)=O 1-({[(1R)-5-bromo-1-(4-chlorophenyl)-2-[(5-chloropyridin-2-yl)methyl]-7-fluoro-3-oxo-2,3-dihydro-1H-isoindol-1-yl]Oxy}methyl)cyclopropane-1-carboxamide